N-(2-(1H-indol-3-yl)ethyl)-5-(2,6-dimethoxypyridin-3-yl)thiazolo[5,4-d]pyrimidin-7-amine N1C=C(C2=CC=CC=C12)CCNC=1C2=C(N=C(N1)C=1C(=NC(=CC1)OC)OC)SC=N2